O=C1OC(C2=C1C=CC(=C2)OC=2C=C(OC1=CC3=C(C(OC3=O)=O)C=C1)C=CC2)=O 5-[3-[(1,3-dioxo-2-benzofuran-5-yl)oxy]phenoxy]-2-benzofuran-1,3-dione